C(C)C(=O)CCCCCCCCCCCCCCCC n-Hexadecyl ethyl ketone